1-(3-fluoro-4-{4-[2-(pyridin-2-yl)acetamido]-1H-1,2,3-triazol-1-yl}butyl)-N-[(6-methylpyridin-3-yl)methyl]-1H-1,2,3-triazole-4-carboxamide FC(CCN1N=NC(=C1)C(=O)NCC=1C=NC(=CC1)C)CN1N=NC(=C1)NC(CC1=NC=CC=C1)=O